FC1(CCC(CC1)N[C@H]1[C@H](CCCC1)N(C=1C=C2C(N(C(C2=CC1)=O)C1C(NC(CC1)=O)=O)=O)C)F 5-(((1S,2R)-2-((4,4-difluorocyclohexyl)amino)cyclohexyl)(methyl)amino)-2-(2,6-dioxopiperidin-3-yl)isoindoline-1,3-dione